CN(CC(CN)(C)C)C N,N,2,2-tetramethyl-1,3-propylenediamine